3,3',5,5'-tetraiodothyronine IC=1C=C(C[C@H](N)C(=O)O)C=C(C1OC1=CC(=C(C(=C1)I)O)I)I